C1(=CC=CC=C1)C#CC1=C(C(=O)N)C=CC=C1 2-Phenylethynyl-benzamide